NC1=NC=CC=C1C1=NC=2C(=NC(=CC2)C2=CC=CC=C2)N1C1=CC=C(CN2CCC(CC2)N(C(OC(C)(C)C)=O)CC)C=C1 tert-Butyl (1-(4-(2-(2-aminopyridin-3-yl)-5-phenyl-3H-imidazo[4,5-b]pyridin-3-yl)benzyl)piperidin-4-yl)(ethyl)carbamate